(3-bromo-2-fluorophenyl)methylamine BrC=1C(=C(C=CC1)CN)F